C1(=CC=CC=C1)C1=C(C(=O)O)C=CC(=C1)OC phenyl-anisic acid